(4-Benzylpiperazin-1-yl)-6-chloropyridine-2-amine C(C1=CC=CC=C1)N1CCN(CC1)C=1C(=NC(=CC1)Cl)N